C1(=CC=CC=C1)C(NC=1C=NC(=C(C1)C1=CC=CC=C1)C)C(=O)OC(C)(C)C 3-(1-phenyl-N-Bocmethylamino)-5-phenyl-6-picoline